ClC=1C=C2C(=C(NC2=CC1)C)CCOC=1C2=C(N=C(N1)C=1C(=NC=CC1)O)SC=N2 3-(7-(2-(5-chloro-2-methyl-1H-indol-3-yl)ethoxy)thiazolo[5,4-d]pyrimidin-5-yl)pyridin-2-ol